2-[2,6-dimethyl-4-[3-[4-(methylthio)phenyl]-3-methoxypropyl]phenoxy]-2-methylpropanoic acid CC1=C(OC(C(=O)O)(C)C)C(=CC(=C1)CCC(OC)C1=CC=C(C=C1)SC)C